F[C@@H]1CN(CC[C@@H]1NC1=NN2C(C(=N1)OC)=C(C=C2)C=2C=C1C=CC=NC1=CC2)C[C@@H](C)O (R)-1-((3R,4S)-3-Fluoro-4-((4-methoxy-5-(quinolin-6-yl)pyrrolo[2,1-f][1,2,4]triazin-2-yl)amino)piperidin-1-yl)propan-2-ol